C(CCC)[Sn](C(=C)C1=C(C=CC=C1)OC)(CCCC)CCCC Tributyl-(1-(2-(methoxy)phenyl)ethenyl)stannane